5-Bromo-3-fluoro-1-methylpyridin-2(1H)-one BrC=1C=C(C(N(C1)C)=O)F